(R)-6-(5-(2-methoxyethyl)-1,3,4-thiadiazol-2-yl)-N-(3-methylthieno[3,2-c]pyridin-4-yl)-N-(piperidin-3-yl)nicotinamide COCCC1=NN=C(S1)C1=NC=C(C(=O)N([C@H]2CNCCC2)C2=NC=CC3=C2C(=CS3)C)C=C1